3-[[4-[(2R)-2-Amino-3-(1-methylcyclopropyl)propoxy]-6-(2,6-dimethylphenyl)pyrimidin-2-yl]sulfamoyl]benzoic acid N[C@@H](COC1=NC(=NC(=C1)C1=C(C=CC=C1C)C)NS(=O)(=O)C=1C=C(C(=O)O)C=CC1)CC1(CC1)C